CN1C(OC2=C1C=CC=C2)C=C2C=C[NH2+]C1=CC=CC=C21 4-[(3-methylbenzo-1,3-oxazol-2-yl)methylidene]-1,4-dihydroquinolinium